ClC=1C(=CC(=NC1)NC(N[C@H]1CC12CCN(CC2)C(=O)NC)=O)C2=C1N(N=C2)CC(C1)(C)C (S)-1-(3-(5-chloro-4-(5,5-dimethyl-5,6-dihydro-4H-pyrrolo[1,2-b]pyrazol-3-yl)pyridin-2-yl)ureido)-N-methyl-6-azaspiro[2.5]octane-6-carboxamide